CN(C)\C=N\NC(CCCNC1=C(C=CC=C1)C1=CC=C(C=C1)F)=O N'-[(1E)-(dimethylamino)methylidene]-4-({4'-fluoro-[1,1'-biphenyl]-2-yl}amino)butane-hydrazide